tartaric acid, malic acid Salt C(C(O)CC(=O)O)(=O)O.C(C(O)C(O)C(=O)O)(=O)O